2-chloro-1,4-diaminobenzene ClC1=C(C=CC(=C1)N)N